tetranormal Butylammonium bromide [Br-].C(CCC)[N+](CCCC)(CCCC)CCCC